N-(4-((5-chloropyrimidin-2-yl)oxy)-3-methylphenyl)-3-(2-(dimethylamino)phenoxy)cyclobutane-1-carboxamide ClC=1C=NC(=NC1)OC1=C(C=C(C=C1)NC(=O)C1CC(C1)OC1=C(C=CC=C1)N(C)C)C